4-(sec-butylamino)-3-hexen-2-one C(C)(CC)NC(=CC(C)=O)CC